5-methoxymethoxy-6-(4,4,5,5-tetramethyl-[1,3,2]dioxaborolan-2-yl)-benzo[1,3]dioxol COCOC1=CC2=C(OCO2)C=C1B1OC(C(O1)(C)C)(C)C